5-((3,5-dimethoxybenzyl)amino)-N-(4-methoxyphenyl)benzofuran-2-carboxamide COC=1C=C(CNC=2C=CC3=C(C=C(O3)C(=O)NC3=CC=C(C=C3)OC)C2)C=C(C1)OC